6-(Di((nonyloxycarbonyl)propyl)amino)hexan-1-ol C(CCCCCCCC)OC(=O)CCCN(CCCCCCO)CCCC(=O)OCCCCCCCCC